α-ethyl-α-propyl-caproic acid C(C)C(C(=O)O)(CCCC)CCC